4-(3,4-difluorophenyl)-N-(2-fluorophenyl)-2-oxo-3-pyrrolidinecarboxamide FC=1C=C(C=CC1F)C1C(C(NC1)=O)C(=O)NC1=C(C=CC=C1)F